O=C1NC(CCC1N1C(N(C2=C1C=CC(=C2)CN2C[C@@H](N(CC2)C(=O)OC(C)(C)C)C)C)=O)=O tert-butyl (2S)-4-{[1-(2,6-dioxopiperidin-3-yl)-3-methyl-2-oxo-2,3-dihydro-1H-benzimidazol-5-yl]methyl}-2-methylpiperazine-1-carboxylate